CN1C(CN(CC1)C=1C=2C(N=CN1)=NN(C2)C=2C=C(C=CC2)C)C(=O)NCC2=CC=C(C=C2)SC 1-methyl-N-(4-(methylthio)benzyl)-4-(2-(m-tolyl)-2H-pyrazolo[3,4-d]pyrimidin-4-yl)piperazine-2-carboxamide